NC(C(=O)O)(CC(=O)N)C 2,4-diamino-2-methyl-4-oxobutanoic acid